tungsten titanium-platinum [Pt].[Ti].[W]